ClC=1N=C(C2=C(N1)C=NC=C2)N(C(C)C)CC 2-chloro-N-ethyl-N-isopropyl-pyrido[3,4-d]Pyrimidine-4-amine